(S)-N-(4-fluorophenylmethyl)-1-(1-methylpyrrolidin-2-yl)Methylamine FC1=CC=C(C=C1)CNC[C@H]1N(CCC1)C